1-(2-chlorophenyl)-7-cyclopropyl-4-(((2,2-difluorocyclopropyl)methyl)-amino)-5-methoxyquinazolin-2(1H)-one ClC1=C(C=CC=C1)N1C(N=C(C2=C(C=C(C=C12)C1CC1)OC)NCC1C(C1)(F)F)=O